O1C(CCC2=CC=CC=C12)C(=N)N Chromanamidine